ClC1=C(C=CC=C1C1=C(C(=NC=C1)C1=CC(=C(C=C1)CNC1CCN(CC1)CCO)OC)Cl)C1=CC=C(C(=N1)OC)CNC1CCN(CC1)CCO 2-(4-(((6-(2-Chloro-3-(3-chloro-2-(4-(((1-(2-hydroxyethyl)piperidin-4-yl)amino)methyl)-3-methoxyphenyl)pyridin-4-yl)phenyl)-2-methoxypyridin-3-yl)methyl)amino)piperidin-1-yl)ethan-1-ol